3-Bromo-2-(5-chloro-6-methylpyridin-2-yl)-6,6-dimethyl-6,7-dihydro-4H-pyrazolo[5,1-c][1,4]oxazine BrC=1C(=NN2C1COC(C2)(C)C)C2=NC(=C(C=C2)Cl)C